NC(C)(C1CC1)C1=NN(C2=CN=C(C=C21)NC2NC(C1=C(N2C)N=CC=C1)=O)C ((3-(1-amino-1-cyclopropylethyl)-1-methyl-1H-pyrazolo[3,4-c]pyridin-5-yl)amino)-1-methyl-2,3-dihydropyrido[2,3-d]pyrimidin-4(1H)-one